C(C)(=O)OCC=1N=NN(N1)[C@H](C1CCN(CC1)C(=O)OC(C)(C)C)C1=CC=CC=C1 |r| tert-butyl (R/S)-4-((5-(acetoxymethyl)-2H-tetrazol-2-yl)(phenyl)methyl)piperidine-1-carboxylate